(S)-5'-chloro-1,5-dimethyl-1,2,5,6-tetrahydro-3,3'-bipyridine ClC=1C=C(C=NC1)C=1CN(C[C@H](C1)C)C